4-(7-Methyl-2-((7-methyl-cinnolin-6-yl)amino)-8-oxo-7,8-dihydro-9H-purin-9-yl)Tetrahydro-2H-pyran-4-carbonitrile CN1C(N(C2=NC(=NC=C12)NC=1C=C2C=CN=NC2=CC1C)C1(CCOCC1)C#N)=O